1-[3-(4,4,5,5-tetramethyl-1,3,2-dioxaborolan-2-yl)phenyl]propan-1-one CC1(OB(OC1(C)C)C=1C=C(C=CC1)C(CC)=O)C